C(C)(C)(C)OC(=O)[C@]1(C[C@H](N(CC1)CC1=C(C(=CC=C1)Cl)F)C)CC1=NC(=C(C=C1F)F)Cl tert-butyl-(2R,4R)-1-(3-chloro-2-fluorobenzyl)-4-((6-chloro-3,5-difluoropyridin-2-yl) methyl)-2-methylpiperidine-4-carboxylate